C(C(C)(C)C)(=O)C1C(C(C2=CC=CC=C12)=O)=O pivaloyl-indendione